1,3,5-n-pentanetriol C(CC(CCO)O)O